OC(C#CC(OCCC=1OC2=C(N1)C=C1C(=C2)OC(=N1)CCOC(C#CC(C)O)C)C)C 5-[2-[2-[2-(4-hydroxy-1-methyl-pent-2-ynoxy)ethyl]oxazolo[4,5-f][1,3]benzoxazol-6-yl]ethoxy]hex-3-yn-2-ol